2-[2-(cyclopentyloxy)ethyl]-6-(4,4,5,5-tetramethyl-1,3,2-dioxaborolan-2-yl)-2,3-dihydro-1H-isoindol-1-one C1(CCCC1)OCCN1C(C2=CC(=CC=C2C1)B1OC(C(O1)(C)C)(C)C)=O